NC=1SC2=C(C3=C(C=NC=C3)OC23CN(C3)C(=O)OC(C)(C)C)N1 tert-butyl 2'-aminospiro[azetidine-3,4'-thiazolo[4',5':4,5]pyrano[2,3-c]pyridine]-1-carboxylate